NC=1C(=NC(=NC1C1=C2C=NNC2=CC=C1C)C=1C(=NN(C1)C)NC1=NC=CC=C1)C(=O)N 5-amino-6-(5-methyl-1H-indazol-4-yl)-2-[1-methyl-3-(2-pyridylamino)pyrazol-4-yl]pyrimidine-4-carboxamide